N,N'-bis(1,4-dimethylpentyl)-para-phenylenediamine CC(CCC(C)C)NC1=CC=C(C=C1)NC(CCC(C)C)C